(4-(8-chloro-4-(3-(dimethylamino)azetidin-1-yl)-6-fluoro-7-(3-hydroxynaphthalen-1-yl)-1H-pyrazolo[4,3-c]quinolin-1-yl)piperidin-1-yl)prop-2-en-1-one ClC1=CC=2C3=C(C(=NC2C(=C1C1=CC(=CC2=CC=CC=C12)O)F)N1CC(C1)N(C)C)C=NN3C3CCN(CC3)C(C=C)=O